naphtho[1,2-F]indazol-1-ylfuran-2-carboxylate C1(=CC=CC=2C=CC=3C(=CC=4C=NNC4C3)C12)OC(=O)C=1OC=CC1